FC=1C(N(C(N(C1)CC=1OC(=CC1)[N+](=O)[O-])=O)CC=1OC(=CC1)[N+](=O)[O-])=O 5-fluoro-1,3-bis((5-nitrofuran-2-yl)methyl)pyrimidine-2,4(1H,3H)-dione